6-chloro-3-(1-methyl-1H-pyrazol-4-yl)imidazo[1,2-b]pyridazine ClC=1C=CC=2N(N1)C(=CN2)C=2C=NN(C2)C